C(C)(=O)O.CC1(C(=C(C(=C1C)C)C)C)CCOCCN 2-(2-(1,2,3,4,5-pentamethylcyclopenta-2,4-dien-1-yl)ethoxy)ethan-1-amine acetate